OC=1C=C(C#N)C=C(C1C1=CC2=C(N=N1)N(C=C2C)C2CC(C2)(C)O)C 3-Hydroxy-4-{7-[(1s,3s)-3-hydroxy-3-methylcyclobutyl]-5-methyl-7H-pyrrolo[2,3-c]pyridazin-3-yl}-5-methylbenzonitrile